COC=1C=C(C=C(C1OC)SC)C(C)=O 1-(3,4-dimethoxy-5-(methylthio)phenyl)ethanone